ClC=1C=C2C(=CNC2=CC1)NC1=NC2=C(N1CC#C)C(=CC(=C2)C(F)(F)F)F N-(5-Chloro-1H-indol-3-yl)-7-fluoro-1-(prop-2-yn-1-yl)-5-(trifluoromethyl)-1H-benzo[d]imidazole-2-amine